BrC1=C(C(=NC=C1)N(C(OC(C)(C)C)=O)C(=O)OC(C)(C)C)Cl tert-butyl (4-bromo-3-chloropyridin-2-yl)(tert-butoxycarbonyl)carbamate